FC[C@](N)(CC1=CNC2=CC=CC=C12)C(=O)O (S)-α-fluoromethyltryptophan